(1R,2R)-2-((5-chloro-2-((2-(difluoromethoxy)-4-(4-methyl-piperazin-1-yl)phenyl)amino)-pyrimidin-4-yl)amino)cyclohexane-1-carboxamide ClC=1C(=NC(=NC1)NC1=C(C=C(C=C1)N1CCN(CC1)C)OC(F)F)N[C@H]1[C@@H](CCCC1)C(=O)N